O[C@@H]1[C@@H](CC[C@H]1O)NC(C(=O)C1=C(C(=C(N1CCF)C)C(=O)NC1=CC(=C(C=C1)F)C)C)=O 5-(2-(((1R,2R,3R)-2,3-dihydroxycyclopentyl)amino)-2-oxoacetyl)-N-(4-fluoro-3-methylphenyl)-1-(2-fluoroethyl)-2,4-dimethyl-1H-pyrrole-3-carboxamide